(1R,3S,5R)-2-(2-(3-acetyl-5-(2-methylpyrimidin-5-yl)-7-(oxetan-3-yl)-1H-indazol-1-yl)acetyl)-N-(6-bromo-3-methylpyridin-2-yl)-5-methyl-2-azabicyclo[3.1.0]hexane-3-carboxamide C(C)(=O)C1=NN(C2=C(C=C(C=C12)C=1C=NC(=NC1)C)C1COC1)CC(=O)N1[C@@H]2C[C@@]2(C[C@H]1C(=O)NC1=NC(=CC=C1C)Br)C